C(C)(C)(C)S(=O)N[C@H](C)C1=CC=C2C(=N1)N(C(=C2)C2=NC1=C(N2C)C(=CC(=C1)C(=O)OCC)OC)CC1CC1 ethyl 2-(6-((1R)-1-((tert-butylsulfinyl)amino)ethyl)-1-(cyclopropylmethyl)-1H-pyrrolo[2,3-b]pyridin-2-yl)-7-methoxy-1-methyl-1H-benzo[d]imidazole-5-carboxylate